3-Acetyl-4-hydroxy-bicyclo[3.3.1]non-3-en-2,9-dion C(C)(=O)C=1C(C2CCCC(C1O)C2=O)=O